4-(((R)-1-(3,3-difluoro-2,3-dihydrobenzofuran-7-yl)ethyl)amino)-2-methyl-6-((R)-3-(trifluoromethyl)tetrahydrofuran-3-yl)-2,6-dihydropyrido[3,4-d]pyridazine-1,7-dione FC1(COC2=C1C=CC=C2[C@@H](C)NC2=NN(C(C=1C2=CN(C(C1)=O)[C@]1(COCC1)C(F)(F)F)=O)C)F